benzo[d]isoxazol-3-yl-methanol O1N=C(C2=C1C=CC=C2)CO